oleyl nervonate C(CCCCCCCCCCCCC\C=C/CCCCCCCC)(=O)OCCCCCCCC\C=C/CCCCCCCC